N1=CN=C2NC=NC2=C1C=1C(=NC=CC1)NC=1C=C(C=CC1C)NC(C1=CC(=CC=C1)C1(CC1)C#N)=O N-(3-(3-(9H-purin-6-yl)pyridin-2-ylamino)-4-methylphenyl)-3-(1-cyanocyclopropyl)benzamide